5-methyl-7-{3-[(4-methylpyridin-2-yl)carbamoyl]azetidin-1-yl}-4-oxo-1-(1,3-thiazol-2-yl)-1,4-dihydro-1,8-naphthyridine-3-carboxylic acid CC1=C2C(C(=CN(C2=NC(=C1)N1CC(C1)C(NC1=NC=CC(=C1)C)=O)C=1SC=CN1)C(=O)O)=O